N-(2-methoxy-6-(phenylselanyl)phenethyl)picolinamide COC1=C(CCNC(C2=NC=CC=C2)=O)C(=CC=C1)[Se]C1=CC=CC=C1